(4-(3-chloro-4-methylphenyl)thiophen-2-yl)(3,4,5-trimethoxyphenyl)methanone ClC=1C=C(C=CC1C)C=1C=C(SC1)C(=O)C1=CC(=C(C(=C1)OC)OC)OC